tert-Butyl 4-formylisoindoline-2-carboxylate C(=O)C1=C2CN(CC2=CC=C1)C(=O)OC(C)(C)C